3-(5,5'-diallyl-2,2'-dihydroxy-[1,1'-biphenyl]-3-yl)-1-(4-propylphenyl)prop-2-en-1-one C(C=C)C=1C=C(C(=C(C1)C1=C(C=CC(=C1)CC=C)O)O)C=CC(=O)C1=CC=C(C=C1)CCC